ethyl 5-bromo-1-(4-fluorophenyl)-6-formyl-2-oxo-1,2-dihydropyridine-3-carboxylate BrC=1C=C(C(N(C1C=O)C1=CC=C(C=C1)F)=O)C(=O)OCC